NC1=C(C=NN1C)C(=O)NNC1=CC=C(C=C1)F 5-amino-1-methyl-N'-(4-fluorophenyl)-1H-pyrazole-4-carboxylic acid hydrazide